N1CCC(CC1)COC1=C2C(=NC=C1)NC=C2C=2C=NC=NC2 4-(4-piperidylmethoxy)-3-pyrimidin-5-yl-1H-pyrrolo[2,3-b]pyridine